(±)-4-Hydroxy-6a,7,9,10-tetrahydropyrazino[1,2-d]pyrimido[5',4':4,5]pyrido[3,2-b][1,4]oxazine OC1=NC=NC2=C1C=1OC[C@@H]3N(C1N=C2)CCNC3 |r|